C1(=C(C=CC=C1)C1CO1)C 2-(o-tolyl) ethylene oxide